hexyl (R)-2-((7-(but-2-yn-1-yl)-8-(3-((tert-butoxycarbonyl)amino)piperidin-1-yl)-3-methyl-2,6-dioxo-2,3,6,7-tetrahydro-1H-purin-1-yl)methyl)-6-fluoronicotinate C(C#CC)N1C(=NC=2N(C(N(C(C12)=O)CC1=C(C(=O)OCCCCCC)C=CC(=N1)F)=O)C)N1C[C@@H](CCC1)NC(=O)OC(C)(C)C